8-(3-(2,4-Difluoro-3-hydroxy-5-(trifluoromethyl)phenyl)-1-methyl-1H-pyrazolo[3,4-d]pyrimidin-6-yl)-3-methyl-1-oxa-3,8-diazaspiro[4.5]decan-2-one FC1=C(C=C(C(=C1O)F)C(F)(F)F)C1=NN(C2=NC(=NC=C21)N2CCC1(CN(C(O1)=O)C)CC2)C